6-chloro-3-(4-hydroxy-3-methoxybenzylidene)chroman-4-one ClC=1C=C2C(C(COC2=CC1)=CC1=CC(=C(C=C1)O)OC)=O